4-bromo-2-cyclopropyl-1H-pyrrolo[2,3-b]pyridine BrC1=C2C(=NC=C1)NC(=C2)C2CC2